6-Isopropyl-3-(5-isopropyl-1H-pyrazole-3-carbonyl)-4-methyl-5-phenylpyrazolo[1,5-a]pyrimidin-7(4H)-one C(C)(C)C1=C(N(C=2N(C1=O)N=CC2C(=O)C2=NNC(=C2)C(C)C)C)C2=CC=CC=C2